C1(CC1)C(=O)NC1=CC(=C(N=N1)C(=O)NC([2H])([2H])[2H])NC1=C(C(=NC=C1)C1=NN(N=C1)C)OC 6-(cyclopropanecarboxamido)-4-((3-methoxy-2-(2-methyl-2H-1,2,3-triazol-4-yl)pyridin-4-yl)amino)-N-(methyl-d3)pyridazine-3-carboxamide